[Cl-].C(C=C)(=O)NCC[N+](C)(C)C (2-acrylamidoethyl)trimethyl-ammonium chloride